C1(=CC=CC=C1)[C@H]1N(OCC1)C(=O)OC(C)(C)C tert-butyl (S)-3-phenylisoxazolidin-2-carboxylate